Diisopropylhydroquinone C(C)(C)C=1C(=C(O)C=CC1O)C(C)C